(Boc)(5-chloro-4-(2-fluoro-4-nitrophenoxy)pyridin-2-yl)carbamic acid C(=O)(OC(C)(C)C)N(C(O)=O)C1=NC=C(C(=C1)OC1=C(C=C(C=C1)[N+](=O)[O-])F)Cl